FC1=C(C=C(C(=C1)F)[N+](=O)[O-])CC(=O)N1CCOCC1 (2,4-difluoro-5-nitrophenyl)-1-morpholinoethan-1-one